N-((1-((2-(3,5-dichlorophenyl)-6-((2-(4-(3-(methylsulfonyl)propyl)piperazin-1-yl)pyrimidin-5-yl)oxy)pyridin-4-yl)methyl)piperidin-4-yl)methyl)acetamide ClC=1C=C(C=C(C1)Cl)C1=NC(=CC(=C1)CN1CCC(CC1)CNC(C)=O)OC=1C=NC(=NC1)N1CCN(CC1)CCCS(=O)(=O)C